16,16-diheptyloxy-5,7-hexadecadiene C(CCCCCC)OC(CCCCCCCC=CC=CCCCC)OCCCCCCC